(4-amino-1,7-dimethyl-1H-pyrazolo[4,3-c]quinolin-8-yl)(2-(pyridin-2-yl)pyrazolidin-1-yl)methanone NC1=NC=2C=C(C(=CC2C2=C1C=NN2C)C(=O)N2N(CCC2)C2=NC=CC=C2)C